2-((((6-methylpyridin-2-yl)methyl)amino)methylene)-5-phenylcyclohexane-1,3-dione CC1=CC=CC(=N1)CNC=C1C(CC(CC1=O)C1=CC=CC=C1)=O